3-methyl-2-(3-(4-(piperidin-4-yloxy)piperidin-1-yl)isoxazol-5-yl)butyric acid methyl ester COC(C(C(C)C)C1=CC(=NO1)N1CCC(CC1)OC1CCNCC1)=O